C1(CCCCC1)[C@H](NC(=O)C1=NON=C1C)C1=NC2=C(N1)C=C1CC(CC1=C2)(C(NC)=O)N2C(NC(C2)C)=O N-((1S)-cyclohexyl(6-(4-methyl-2-oxoimidazolidin-1-yl)-6-(methylcarbamoyl)-1,5,6,7-tetrahydroindeno[5,6-d]imidazol-2-yl)methyl)-4-methyl-1,2,5-oxadiazole-3-carboxamide